C[C@H]1N([C@H]([C@]2(C1)NC(COC2)=O)CC=2C(=C(C=CC2)C2=CC(=CC(=C2)F)F)F)C(CC(F)(F)F)=O (1S,3R,5S)-3-methyl-1-({2,3',5'-trifluoro-[1,1'-biphenyl]-3-yl}methyl)-2-(3,3,3-trifluoropropanoyl)-9-oxa-2,6-diazaspiro[4.5]decan-7-one